1-iodo-7,9-decadiene ICCCCCCC=CC=C